FC(C(F)(F)F)(C(F)(F)F)I perfluoroisopropyl iodide